C(C=C)S(=O)(=O)C1=C(C=C(C(=N1)N(CC1=CC=C(C=C1)OC)CC1=CC=C(C=C1)OC)F)C(F)(F)F 6-allylsulfonyl-3-fluoro-N,N-bis[(4-methoxyphenyl)methyl]-5-(trifluoromethyl)pyridin-2-amine